4-ethyl-6-formyl-2-(methylthio)-4H-pyrrolo[2,3-d]Thiazole-5-carboxylic acid ethyl ester C(C)OC(=O)C1=C(C2=C(N=C(S2)SC)N1CC)C=O